N1=CN=CC(=C1)CNC(=O)[C@@H]1CC12CCN(CC2)C(=O)OC(C(F)(F)F)C(F)(F)F |o1:10| 1,1,1,3,3,3-hexafluoropropan-2-yl (R or S)-1-((pyrimidin-5-ylmethyl)carbamoyl)-6-azaspiro[2.5]octane-6-carboxylate